3-benzoyl-5,7-dipropoxycoumarin C(C1=CC=CC=C1)(=O)C=1C(OC2=CC(=CC(=C2C1)OCCC)OCCC)=O